N-(4-(4-benzylpiperazin-1-yl)quinolin-3-yl)-4-butylbenzamide C(C1=CC=CC=C1)N1CCN(CC1)C1=C(C=NC2=CC=CC=C12)NC(C1=CC=C(C=C1)CCCC)=O